[N+](=O)([O-])C1=C(C=CC(=C1)C(F)(F)F)N1CC(CCC1)O (2-Nitro-4-(trifluoromethyl)phenyl)piperidin-3-ol